2-{8-[(2,5-difluoro-4-methylphenyl)methyl]imidazo[1,2-a]pyrazin-6-yl}-5-fluoropyrimidin-4-ol FC1=C(C=C(C(=C1)C)F)CC=1C=2N(C=C(N1)C1=NC=C(C(=N1)O)F)C=CN2